5-oxopentanoic acid formate salt C(=O)O.O=CCCCC(=O)O